C(#N)C1CN(C1)[C@H]1C[C@@H](N(CC1)CC1=C2C=CNC2=C(C=C1OC)C)C1=CC=C(C(=O)O)C=C1 4-((2R,4r)-4-(3-cyanoazetidin-1-yl)-1-((5-methoxy-7-methyl-1H-indol-4-yl)methyl)piperidin-2-yl)benzoic acid